C(CCC)[C@@H]1N([C@H](C2=CC=C(C=C2C1)OC)C1=CC=C(C=C1)NC(=O)C1=CC(=NC=C1)C)C(C#C)=O N-{4-[(1S,3S)-3-butyl-6-methoxy-2-(prop-2-ynoyl)-1,2,3,4-tetrahydroisoquinolin-1-yl]phenyl}-2-methylpyridine-4-carboxamide